N-[4-[4-[1-(2-aminoethyl)piperidine-4-carbonyl]piperazine-1-carbonyl]-3-chloro-phenyl]-5-(2,3-difluoro-4-methoxy-phenyl)-1-methyl-imidazole-2-carboxamide NCCN1CCC(CC1)C(=O)N1CCN(CC1)C(=O)C1=C(C=C(C=C1)NC(=O)C=1N(C(=CN1)C1=C(C(=C(C=C1)OC)F)F)C)Cl